2-cyano-N-(pyridin-4-yl)acetamide C(#N)CC(=O)NC1=CC=NC=C1